5-(2-methylpyridin-4-yl)-N-((p-tolylthio)methyl)-1H-imidazol-2-amine CC1=NC=CC(=C1)C1=CN=C(N1)NCSC1=CC=C(C=C1)C